4-((3-fluoropyridin-2-yl)thio)-6-(1-(3-hydroxypropyl)-1H-pyrazol-4-yl)pyrazolo[1,5-a]pyridine-3-carbonitrile FC=1C(=NC=CC1)SC=1C=2N(C=C(C1)C=1C=NN(C1)CCCO)N=CC2C#N